P(=O)([O-])(O)O.[Na+].C(CC(O)(C(=O)O)CC(=O)O)(=O)O Citric Acid Monosodium Phosphate